3-(2-hydroxy-3-((S)-octahydropyrrolo[1,2-a]pyrazine-2-carbonyl)phenylamino)-4-((R)-1-(5-methylfuran-2-yl)propylamino)cyclobut-3-ene-1,2-dione OC1=C(C=CC=C1C(=O)N1C[C@H]2N(CC1)CCC2)NC=2C(C(C2N[C@H](CC)C=2OC(=CC2)C)=O)=O